[Si](C)(C)(C(C)(C)C)OC1[C@H]2N(C(C3=C(N1C(=O)OCC=C)C=C(C(=C3)OC)O)=O)[C@@H]3[C@H](C2)C3 Allyl (1aS,9aS,10aS)-9-((tert-butyldimethylsilyl)oxy)-6-hydroxy-5-methoxy-3-oxo-1,1a,9,9a,10,10a-hexahydrobenzo[e]cyclopropa[4,5]pyrrolo[1,2-a][1,4]diazepine-8(3H)-carboxylate